O1CCN(CC1)C1=CC(=NC=N1)N1CC(C1)NC1=CC=CC=C1 1-(6-Morpholinopyrimidin-4-yl)-N-phenylazetidin-3-amine